NC1=C(C=C(C=C1)Br)CC 1-(2-amino-5-bromophenyl)ethane